(1S,3S,5S)-N-((R)-1-(4-carbamimidoylthiophen-2-yl)ethyl)-5-methyl-2-((5-phenyl-pentanoyl)glycyl)-2-azabicyclo[3.1.0]hexane-3-carboxamide C(N)(=N)C=1C=C(SC1)[C@@H](C)NC(=O)[C@H]1N([C@H]2C[C@]2(C1)C)C(CNC(CCCCC1=CC=CC=C1)=O)=O